2'-O-(tert-butyldimethylsilyl)uridine [Si](C)(C)(C(C)(C)C)O[C@H]1[C@@H](O[C@@H]([C@H]1O)CO)N1C(=O)NC(=O)C=C1